FC1(CN(CC1)C1=NC=CC(=C1NC(=O)C=1C=NC(=NC1)OC1(CC1)C)C1=C(C=CC=C1)F)F N-[2-(3,3-difluoropyrrolidin-1-yl)-4-(2-fluoro-phenyl)-3-pyridyl]-2-(1-methylcyclopropoxy)pyrimidine-5-carboxamide